1-(6-cyclopropoxypyridin-3-yl)ethan-1-one [2-(2,6-dioxopiperidin-3-yl)-4-[(3R)-oxan-3-yloxy]-3-oxo-2,3-dihydro-1H-isoindol-5-yl]methyl-N-(4-phenoxyphenyl)carbamate O=C1NC(CCC1N1CC2=CC=C(C(=C2C1=O)O[C@H]1COCCC1)COC(NC1=CC=C(C=C1)OC1=CC=CC=C1)=O)=O.C1(CC1)OC1=CC=C(C=N1)C(C)=O